COC1C(CN(C1)C)C1=NOCC(O1)CN1CCCCC1 (4-methoxy-1-methylpyrrolidin-3-yl)-5-(piperidin-1-ylmethyl)-5,6-dihydro-1,4,2-dioxazine